(S)-3-amino-3-(3-(thiophen-2-yl)phenyl)propanoic acid ethyl ester C(C)OC(C[C@@H](C1=CC(=CC=C1)C=1SC=CC1)N)=O